NC=1C=CC=C2C=CC(=CC12)C=1C=C(C=CC1)NC(C=C)=O N-[3-(8-aminonaphthalen-2-yl)phenyl]prop-2-enamide